Allyl (1R,5S)-8-(7-(benzyloxy)-2'-(methylsulfinyl)-3,4,5',8'-tetrahydro-2H,6'H-spiro[naphthalene-1,7'-quinazolin]-4'-yl)-3,8-diazabicyclo[3.2.1]octane-3-carboxylate C(C1=CC=CC=C1)OC1=CC=C2CCCC3(CCC=4C(=NC(=NC4C3)S(=O)C)N3[C@H]4CN(C[C@@H]3CC4)C(=O)OCC=C)C2=C1